3-bromo-6-methoxy-2-(o-tolyl)benzo[b]thiophene 1-oxide BrC=1C2=C(S(C1C1=C(C=CC=C1)C)=O)C=C(C=C2)OC